COC(=O)C1CCC(CC1)NC1=C(C=C(C=C1)C#N)[N+](=O)[O-] 4-(4-cyano-2-nitro-anilino)cyclohexanecarboxylic acid methyl ester